diisostearyl maleate (Diisostearyl Malate) C(CCCCCCCCCCCCCCC(C)C)C(C(C(=O)O)O)(C(=O)O)CCCCCCCCCCCCCCCC(C)C.C(\C=C/C(=O)OCCCCCCCCCCCCCCCC(C)C)(=O)OCCCCCCCCCCCCCCCC(C)C